tert-butyl-4,6-dichloro-1-methyl-1H-pyrazolo[3,4-d]pyrimidine C(C)(C)(C)C1=NN(C2=NC(=NC(=C21)Cl)Cl)C